O1C(=CC=C1)CNC1CCN(CC1)C1CCOCC1 Furan-2-ylmethyl-[1-(tetrahydro-pyran-4-yl)-piperidin-4-yl]-amine